[C@@H]12OC[C@@H](N(C1)CCCN(C(=O)C1N(NC(C1)=O)C1=NC(=CC(=N1)C)C(F)(F)F)C1=CC(=C(C=C1)F)C)C2 N-(3-((1S,4S)-2-oxa-5-azabicyclo[2.2.1]heptan-5-yl)propyl)-N-(4-fluoro-3-methylphenyl)-2-(4-methyl-6-(trifluoromethyl)pyrimidin-2-yl)-5-oxopyrazolidine-3-carboxamide